ClC=1N=C(C2=C(N1)N=C(S2)SC)N(C)C 5-chloro-N,N-dimethyl-2-(methylthio)-[1,3]thiazolo[4,5-d]pyrimidin-7-amine